FCCOC=1C=C(C(=O)NC)C=CC1NCC#CC=1N(C2=CC=CC(=C2C1)NC1CCC(CC1)N1CC2(COC2)C1)CC(F)(F)F 3-(2-fluoroethoxy)-N-methyl-4-{[3-(4-{[(1S,4S)-4-{2-oxa-6-azaspiro[3.3]heptan-6-yl}cyclohexyl]amino}-1-(2,2,2-trifluoroethyl)-1H-indol-2-yl)prop-2-yn-1-yl]amino}benzamide